ClC=1C=C(C(=NC1)C)N[C@@H](C)C1=CC=C(S1)C(=O)N[C@H](C(=O)NC1CCCC1)CC1CCCC1 (2S)-2-({5-[(1S)-1-[(5-chloro-2-methylpyridin-3-yl)amino]ethyl]thiophen-2-yl}formamido)-N,3-dicyclopentylpropanamide